[Mg].OC[C@H](O)[C@@H](O)[C@H](O)[C@H](O)CO sorbitol, magnesium salt